CP(C1=C2N=CC=NC2=CC=C1NC=1C2=C(N=C(N1)NC1=CC(=C(C=3CCOC31)N3CCOCC3)C)NC=C2)(C)=O Dimethyl(6-((2-((5-methyl-4-morpholino-2,3-dihydrobenzofuran-7-yl)amino)-7H-pyrrolo[2,3-d]pyrimidine-4-yl)amino)quinoxalin-5-yl)phosphine oxide